C(C)N(C1=CC=C(CCNC(OC(C)(C)C)=O)C=C1)CCOC tert-Butyl 4-(ethyl(2-methoxyethyl)amino)phenethylcarbamate